COC=1C=C(C=CC1OC)C=1NC2=CC=C(C=C2C1C(C)C)C1CCN(CC1)C(CN1C[C@H](CCC1)C(=O)N1CC2CNCC2C1)=O 1-(4-(2-(3,4-dimethoxyphenyl)-3-isopropyl-1H-indol-5-yl)piperidin-1-yl)-2-((3S)-3-(octahydropyrrolo[3,4-c]pyrrole-2-carbonyl)piperidin-1-yl)ethan-1-one